N-(9-octadecenoyl)glutamic acid tert-butyl-(quinolin-6-ylmethyl)methylcarbamate C(C)(C)(C)CN(C(O)=O)CC=1C=C2C=CC=NC2=CC1.C(CCCCCCCC=CCCCCCCCC)(=O)N[C@@H](CCC(=O)O)C(=O)O